C(C)[C@@H]1CN2CCC3(C2C[C@@H]1/C(/C(=O)OC)=C\OC)NC1=CC=C(C(=C1C3=O)OC)C3=COC=C3 Methyl (E)-2-((6'S,7'S)-6'-ethyl-5-(furan-3-yl)-4-methoxy-3-oxo-2',3',6',7',8',8a'-hexahydro-5'H-spiro[indoline-2,1'-indolizin]-7'-yl)-3-methoxyacrylate